(2S,3S)-2-(3-bromobenzyl)-3-((ethylsulfonyl)amino)pyrrolidine-1-carboxylic acid tert-butyl ester C(C)(C)(C)OC(=O)N1[C@H]([C@H](CC1)NS(=O)(=O)CC)CC1=CC(=CC=C1)Br